C(=O)(OC)C1(COC1)C 3-carbomethoxy-3-methyloxetane